4-(pyridin-4-yl)-2,6-bis(5H-pyrido[4,3-b]indol-5-yl)benzonitrile N1=CC=C(C=C1)C1=CC(=C(C#N)C(=C1)N1C2=C(C=3C=CC=CC13)C=NC=C2)N2C1=C(C=3C=CC=CC23)C=NC=C1